C(=C)P(O)(O)=O.[NH4+] ammonium vinyl-phosphonic acid